FC1=C(C(=CC=C1)OC)C=1N=CC2=C(N1)C(=NN2)C2=CC=C(C=C2)N2CCNCC2 4-(4-(5-(2-fluoro-6-methoxyphenyl)-1H-pyrazolo[4,3-d]pyrimidin-3-yl)phenyl)piperazin